C(C(C)C)C=1C=CC(=C(C1)N1CCN(CC1)CC=1C=NC(=NC1)C)C=1N=NNN1 5-[[4-[5-isobutyl-2-(2H-tetrazol-5-yl)phenyl]piperazin-1-yl]methyl]-2-methyl-pyrimidine